2-fluoro-6-(2,4-dimethoxyanilino)-9-(oxepan-2-yl)-9H-purine FC1=NC(=C2N=CN(C2=N1)C1OCCCCC1)NC1=C(C=C(C=C1)OC)OC